C(C)(=O)OC=1C(=NN(C(C1C1=C(C(=CC=C1F)Cl)CCC1=CC=C(C=C1)C)=O)C)C [5-[3-chloro-6-fluoro-2-[2-(p-tolyl) ethyl] phenyl]-1,3-dimethyl-6-oxo-pyridazin-4-yl] acetate